CC1=C(C(=C(C(=C1O)OC)OC)O)C/C=C(\\C)/CC/C=C(\\C)/CC/C=C(\\C)/CC/C=C(\\C)/CC/C=C(\\C)/CC/C=C(\\C)/CC/C=C(\\C)/CCC=C(C)C The molecule is a ubiquinol in which the polyprenyl substituent is octaprenyl. It has a role as an antineoplastic agent. It is an ubiquinol and a polyprenylhydroquinone.